C(C)OC1=C(C2=CC=CC=C2C=C1)C(=O)O 2-ethoxy-1-naphthoic acid